FC(CC(=O)N1CCN(CC1)C(=O)OC(C)(C)C)(F)F tert-butyl 4-(3,3,3-trifluoropropanoyl)piperazin-1-carboxylate